N-(4-morpholino-3-(trifluoromethyl)phenyl)-8-oxatricyclo[3.2.1.02,4]octane-2-carboxamide O1CCN(CC1)C1=C(C=C(C=C1)NC(=O)C12C3CCC(C2C1)O3)C(F)(F)F